4'-bipyridinone N1=C(C=CC=C1)C1=NC=CC(C1)=O